C1(CC1)C(CCCCN1CCNCC1)OC1=C(C=C(C=C1)S(=O)(=O)CC)C=1C2=C(C(N(C1)C)=O)NC=C2 4-[2-(1-cyclopropyl-5-piperazin-1-yl-pentoxy)-5-ethylsulfonyl-phenyl]-6-methyl-1H-pyrrolo[2,3-c]pyridin-7-one